1-[2-methyl-4-[1,2,2,2-tetrafluoro-1-(trifluoromethyl)ethyl]phenyl]-1,2-benzenedicarboxamide CC1=C(C=CC(=C1)C(C(F)(F)F)(C(F)(F)F)F)C1(C(C=CC=C1)C(=O)N)C(=O)N